C1(CC1)C1=C(C(=NO1)C=1C=NC=CC1C(F)(F)F)C1=CC2(C1)CCN(CC2)C=2C=C1C(=CC(=NC1=CC2)C(=O)O)C(F)(F)F 6-(2-(5-cyclopropyl-3-(4-(trifluoromethyl)pyridin-3-yl)isoxazol-4-yl)-7-azaspiro[3.5]non-1-en-7-yl)-4-(trifluoromethyl)quinoline-2-carboxylic acid